C1(CC1)C(C(=O)O)CC(=O)C1=CC2=C([Se]1)C=C(C(=C2)OC)OC 2-cyclopropyl-4-(5,6-dimethoxybenzo[b]selenophen-2-yl)-4-oxobutanoic acid